isopropyl (R)-2-(((benzyloxy)carbonyl)amino)-2-(2-(difluoromethyl)quinolin-6-yl)-4,4-dimethylpentanoate C(C1=CC=CC=C1)OC(=O)N[C@](C(=O)OC(C)C)(CC(C)(C)C)C=1C=C2C=CC(=NC2=CC1)C(F)F